2-HEXOXYETHANOL C(CCCCC)OCCO